6-((5-methyl-4-(piperidin-4-ylamino)pyrimidin-2-yl)amino)benzo[c][1,2]oxaborol-1(3H)-ol CC=1C(=NC(=NC1)NC=1C=CC2=C(B(OC2)O)C1)NC1CCNCC1